3-bromo-N7-butyl-1-((5-methoxy-1',2',3',6'-tetrahydro-[3,4'-bipyridin]-6-yl)methyl)-1H-pyrazolo[4,3-d]pyrimidine-5,7-diamine TFA salt OC(=O)C(F)(F)F.BrC1=NN(C2=C1N=C(N=C2NCCCC)N)CC2=C(C=C(C=N2)C=2CCNCC2)OC